6-fluoro-1,3-benzoxazol-5-carbonitrile FC1=CC2=C(N=CO2)C=C1C#N